FC=1C=C(C=C(C1[N+](=O)[O-])F)C=O (3,5-difluoro-4-nitrophenyl)methanone